OC1=C(C=CC=C1)NCCNC1=C(C=CC=C1)O N,N'-bis(2-hydroxyphenyl)ethylendiamine